(S)-2-(4-(2-(2-amino-4-oxo-4,7-dihydro-3H-pyrrolo[2,3-d]pyrimidin-5-yl)ethyl)benzamido)-5-(2-(4-(4-iodophenyl)butanamido)ethoxy)-5-oxopentanoic acid NC=1NC(C2=C(N1)NC=C2CCC2=CC=C(C(=O)N[C@H](C(=O)O)CCC(=O)OCCNC(CCCC1=CC=C(C=C1)I)=O)C=C2)=O